FC=1C=C(C2=C(CCO2)C1)N1CCN(CC1)CCC1=CC=C2CCC(NC2=C1)=O 7-(2-(4-(5-fluoro-2,3-dihydrobenzofuran-7-yl)piperazin-1-yl)ethyl)-3,4-dihydroquinolin-2(1H)-one